NC=1C2=C(N=CN1)N1C(=C2C2=C(C=3C(=NC=CC3)N2)Cl)CN(CC1(C)C)C(=O)C1=CC(=NC=C1)C(F)(F)F (4-amino-5-(3-chloro-1H-pyrrolo[2,3-b]pyridin-2-yl)-9,9-dimethyl-8,9-dihydropyrazino[1',2':1,5]pyrrolo[2,3-d]pyrimidin-7(6H)-yl)(2-(trifluoromethyl)pyridin-4-yl)methanone